6'-((1-methylpiperidin-4-yl)oxy)-2,3'-bipyridine CN1CCC(CC1)OC1=CC=C(C=N1)C1=NC=CC=C1